NC1=C(C=C(C=C1)C)S(=O)(=O)OC1=CC=C(C=2C(C3=CC=CC=C3C(C12)=O)=O)O (9,10-dihydro-4-hydroxy-9,10-dioxo-1-anthryl) amino-5-methylbenzenesulfonate